(11-{2-fluoro-4-[4-pentylcyclohexyl]phenoxy}undecyl)phosphonic acid FC1=C(OCCCCCCCCCCCP(O)(O)=O)C=CC(=C1)C1CCC(CC1)CCCCC